5-chloro-7-fluoro-1H-indole-2,3-dione ClC=1C=C2C(C(NC2=C(C1)F)=O)=O